ClC1=CC=C(OCC(C)NO)C=C1 [2-(4-chloro-phenoxy)-1-methylethyl]-hydroxylamine